methyl 1-(4-(ethoxymethyl)-2,6-dimethylphenyl)-4-((4-methoxybenzyl)amino)-6-oxo-1,6-dihydropyrimidine-5-carboxylate C(C)OCC1=CC(=C(C(=C1)C)N1C=NC(=C(C1=O)C(=O)OC)NCC1=CC=C(C=C1)OC)C